NC1=NC(=CC(=N1)N1CCC2(C[C@H](NC2)C(=O)O)CC1)O[C@@H](C(F)(F)F)C1=C(C=C(C=C1)C1=CC=C(C=C1)S(N)(=O)=O)N1N=C(C=C1)C (S)-8-(2-amino-6-((R)-2,2,2-trifluoro-1-(3-(3-methyl-1H-pyrazol-1-yl)-4'-sulfamoyl-[1,1'-biphenyl]-4-yl)ethoxy)pyrimidin-4-yl)-2,8-diazaspiro[4.5]decane-3-carboxylic acid